COC=1C2=C(N=C(N1)C1=CC3=CN(N=C3C=C1OCOC)C)N=CC(=C2)N2C[C@H](N([C@H](C2)C)C(=O)OC(C)(C)C)C tert-butyl (2R,6S)-4-{4-methoxy-2-[6-(methoxymethoxy)-2-methylindazol-5-yl]pyrido[2,3-d]pyrimidin-6-yl}-2,6-dimethylpiperazine-1-carboxylate